N-(2-(1H-1,2,4-triazol-1-yl)ethyl)-4-bromo-4'-chlorobiphenyl-2-amine N1(N=CN=C1)CCNC=1C(=CC=C(C1)Br)C1=CC=C(C=C1)Cl